CC1=CC=C(C=C1)C(N1C[C@@H](N(C[C@H]1C)C1=CC(N(C=2C=CC(=NC12)C#N)C)=O)CC)C1=CC=C(C=C1)C 8-[(2s,5r)-4-[bis(4-methylphenyl)methyl]-2-ethyl-5-methylpiperazin-1-yl]-5-methyl-6-oxo-5,6-dihydro-1,5-naphthyridine-2-carbonitrile